2-(4-(3-(ethylamino)-1H-indazol-6-yl)-1H-pyrazol-1-yl)-N-(4-methyl-3-(trifluoromethyl)phenyl)acetamide C(C)NC1=NNC2=CC(=CC=C12)C=1C=NN(C1)CC(=O)NC1=CC(=C(C=C1)C)C(F)(F)F